[15NH2][C@@H](CCC(=O)O)C(=O)O L-glutamic acid-15N